[C@H]12CN(C[C@H](CC1)N2)C=2C=CC(=C(C(=O)N[C@H](C)C=1C=C(C=C(C1)OC)C=1C=C(N(C1)CC)C(=O)NC)C2)C 4-[3-[(1R)-1-[[5-[(1R,5S)-3,8-diazabicyclo[3.2.1]octan-3-yl]-2-methyl-benzoyl]amino]ethyl]-5-methoxy-phenyl]-1-ethyl-N-methyl-pyrrole-2-carboxamide